N[C@@](C)(C1=CC=C(C=C1)F)C=1C=NC(=NC1)N1CCN(CC1)C1=NC=NN2C1=CC(=C2)C=2C=NN(C2)[C@H]2[C@@H](COC2)O (3S,4R)-4-(4-(4-(4-(5-((S)-1-Amino-1-(4-fluorophenyl)ethyl)pyrimidin-2-yl)piperazin-1-yl)pyrrolo[2,1-f][1,2,4]triazin-6-yl)-1H-pyrazol-1-yl)tetrahydrofuran-3-ol